COC1=C(C=C2C(=NC=NC2=C1)NC1=CC=2CCCC(C2C=C1)=O)OC1CC(C1)NC(C=C)=O N-(3-((7-methoxy-4-((5-oxo-5,6,7,8-tetrahydronaphthalen-2-yl)amino)quinazolin-6-yl)oxy)cyclobutyl)acrylamide